2-bromo-6-iodo-3-(methoxymethoxy)pyridin-4-yl acetate C(C)(=O)OC1=C(C(=NC(=C1)I)Br)OCOC